2-[2-(aminooxy)ethyl]piperidine dihydrochloride Cl.Cl.NOCCC1NCCCC1